Methyl-(3-Nitrophenyl)carbamic acid tert-butyl ester C(C)(C)(C)OC(N(C1=CC(=CC=C1)[N+](=O)[O-])C)=O